ClC=1C(=C(C=CC1)C(CC(=O)OC)C1=CC2=CC(=CC=C2C=C1)OCC(=O)NC1=CCCCC1)C Methyl 3-(3-chloro-2-methylphenyl)-3-(7-(2-(cyclohexen-2-ylamino)-2-oxoethoxy)naphthalen-2-yl)propanoate